1-(4-trifluoromethylphenylsulfonyl)-1H-indole-3-carbaldehyde FC(C1=CC=C(C=C1)S(=O)(=O)N1C=C(C2=CC=CC=C12)C=O)(F)F